ClC=1C=CC2=C(N(C(C(N2C)=O)=O)C2CCN(CC2)C2=NC=C(C=N2)CN2CCN(CC2)C)N1 6-chloro-1-methyl-4-(1-(5-((4-methylpiperazin-1-yl)methyl)pyrimidin-2-yl)piperidin-4-yl)-1,4-Dihydropyrido[2,3-b]pyrazine-2,3-dione